N-[4-(1-bicyclo[1.1.1]pentanylmethoxy)-3-chloro-2-fluoro-phenyl]-6-[(3S)-pyrrolidin-3-yl]oxy-pyrido[3,2-d]pyrimidin-4-amine C12(CC(C1)C2)COC2=C(C(=C(C=C2)NC=2C1=C(N=CN2)C=CC(=N1)O[C@@H]1CNCC1)F)Cl